C(C)C1=C(C(=CC(=C1)OC(C)C)CC)O 2,6-Diethyl-4-isopropoxyphenol